(S)-benzo[d]oxazol-2-yl(4-(pyrazolo[1,5-a]pyridin-2-yl)-1,4,6,7-tetrahydro-5H-imidazo[4,5-c]pyridin-5-yl)methanone O1C(=NC2=C1C=CC=C2)C(=O)N2[C@@H](C1=C(CC2)NC=N1)C1=NN2C(C=CC=C2)=C1